8-(1-(1-ethylcyclohexyloxy)ethoxycarbonyl)-tetracyclo[4.4.0.12,5.17,10]-3-dodecene C(C)C1(CCCCC1)OC(C)OC(=O)C1C2C3C4C=CC(C3C(C1)C2)C4